CN1C(C=C(C=C1)C=1N=CC=2N(C1)C=C(N2)C(=O)N)=O 6-(1-methyl-2-oxo-1,2-dihydropyridin-4-yl)imidazo[1,2-a]pyrazine-2-carboxamide